2-((3-acrylamidopropyl) dimethylammonio)ethane-1-sulfonate C(C=C)(=O)NCCC[N+](CCS(=O)(=O)[O-])(C)C